7'-((10-hexyl-10H-phenothiazine-3,7-diyl)bis(acetylene-2,1-diyl))bis(10-hexyl-10H-phenothiazine-3-carbaldehyde) C(CCCCC)N1C2=CC=C(C=C2SC=2C=C(C=CC12)C#CC1=CC(=CC=2SC3=CC=CC=C3N(C12)CCCCCC)C=O)C#CC1=CC(=CC=2SC3=CC=CC=C3N(C12)CCCCCC)C=O